[4-[5-bromo-6-[(1S,4S)-2-oxa-5-azabicyclo[2.2.1]heptan-5-yl]indazol-2-yl]cyclohexyl]methanol BrC1=CC2=CN(N=C2C=C1N1[C@@H]2CO[C@H](C1)C2)C2CCC(CC2)CO